F[C@H]1[C@@H]2CCC[C@H](C[C@H]1N(C=1N=CC(=NC1)C1=C(C=C(C=C1)C1=CC(N(C=C1)C)=O)O)C)N2 4-(4-(5-(((1S,2S,3R,5R)-2-fluoro-9-azabicyclo[3.3.1]nonan-3-yl)(methyl)amino)pyrazin-2-yl)-3-hydroxyphenyl)-1-methylpyridin-2(1H)-one